NC1=C(C=C(C=N1)NC(C(=O)N1[C@H](CN([C@@H](C1)C)C(CC1CC1)=O)C1=CC=C(C=C1)F)=O)CC |r| Racemic-N-(6-amino-5-ethyl-3-pyridyl)-2-[(2S,5R)-4-(2-cyclopropylacetyl)-2-(4-fluorophenyl)-5-methyl-piperazin-1-yl]-2-oxo-acetamide